4-bromoisoindoline BrC1=C2CNCC2=CC=C1